2-fluoro-4-methyl-5-(2-(methylamino)-8,9-dihydroimidazo[1',2':1,6]pyrido[2,3-d]pyrimidin-6-yl)-N-(3-(trifluoromethyl)phenyl)benzamide FC1=C(C(=O)NC2=CC(=CC=C2)C(F)(F)F)C=C(C(=C1)C)C1=CC2=C(N=C(N=C2)NC)N2C1=NCC2